2-amino-1'-(2,6-dichloro-5-cyano-pyrimidin-4-yl)spiro[6H-thieno[3,4-b]thiophene-4,3'-azetidine]-3-carbonitrile NC1=C(C2=C(S1)CSC21CN(C1)C1=NC(=NC(=C1C#N)Cl)Cl)C#N